ethyl (2-cyano-2-(2-(3,5-dichloro-4-((2-(cyclopropylmethyl)-1-oxo-1,2,3,4-tetrahydroisoquinolin-6-yl)oxy)phenyl)hydrazono)acetyl)carbamate C(#N)C(C(=O)NC(OCC)=O)=NNC1=CC(=C(C(=C1)Cl)OC=1C=C2CCN(C(C2=CC1)=O)CC1CC1)Cl